[N+](=O)([O-])C1=CC=C2C=CC(C2=C1)=O 6-nitroinden-1-one